Ethyl 1,4-dioxaspiro[4.5]decane-8-carboxylate O1CCOC12CCC(CC2)C(=O)OCC